C(C)[C@H]1CNC([C@@H]1O)=O (2S,3S,4R)-3-ethyl-4-hydroxy-5-oxopyrrolidin